3-(4-Nitrylphenyl)-N-[(1-methylbenzimidazol-2-yl)methyl]imidazo[1,2-a]pyridine-7-carboxamide [N+](=O)([O-])C1=CC=C(C=C1)C1=CN=C2N1C=CC(=C2)C(=O)NCC2=NC1=C(N2C)C=CC=C1